N-(2,3-dihydroxypropyl)-3-methoxy-4-nitrobenzenesulfonamide OC(CNS(=O)(=O)C1=CC(=C(C=C1)[N+](=O)[O-])OC)CO